2-AMINO-6-METHOXYPYRIDINE-3-BORONIC ACID NC1=NC(=CC=C1B(O)O)OC